C(C)C1(CCNCC1)C(=O)NC1=CC=CC=C1 4-ethyl-N-phenylpiperidine-4-carboxamide